CS(=O)(=O)C=1C=C(C=NC1)NC(=O)C=1C=CC2=C(C=3N(CCO2)C=NC3)C1 N-(5-(methylsulfonyl)pyridin-3-yl)-5,6-dihydrobenzo[f]imidazo[1,5-d][1,4]oxazepine-10-carboxamide